2-(4-(aminomethyl)piperidin-1-yl)-N-(tert-butyl)acetamide NCC1CCN(CC1)CC(=O)NC(C)(C)C